O(C1=CC=CC=C1)C=1C=C2C=CNC2=CC1 5-Phenoxy-1H-indole